zirconium-hafnium [Hf].[Zr]